4-(3-(3-acetoxy-2,2-dimethylpropyl)-2-(5-(4-cyclopropylpiperazin-1-yl)-2-((S)-1-methoxyethyl)pyridin-3-yl)-1-(2,2,2-trifluoroethyl)-1H-indol-5-yl)thiazol C(C)(=O)OCC(CC1=C(N(C2=CC=C(C=C12)C=1N=CSC1)CC(F)(F)F)C=1C(=NC=C(C1)N1CCN(CC1)C1CC1)[C@H](C)OC)(C)C